N1=C2C(=CC=C1)OC1=C(O[C@@H]2CNC(OC(C)(C)C)=O)C=CC=C1 |r| racemic-tert-butyl ((11H-benzo[2,3][1,4]dioxepino[6,5-b]pyridin-11-yl)methyl)carbamate